C(C)(C)S(=O)(=O)C=1C=C(C2=C(NC(C(O2)(C)C)=O)C1)C=1C2=C(C(N(C1)C)=O)NC=C2 6-(isopropylsulfonyl)-2,2-dimethyl-8-(6-methyl-7-oxo-6,7-dihydro-1H-pyrrolo[2,3-c]pyridin-4-yl)-2H-1,4-benzoxazin-3(4H)-one